(1,3-benzodioxol-5-yl)butan-2-one O1COC2=C1C=CC(=C2)CC(CC)=O